C(C1=CC=CC=C1)OCCN(CCCNC1=C(C(=CC=C1)C)[N+](=O)[O-])C N1-[2-(benzyloxy)ethyl]-N-methyl-N3-(3-methyl-2-nitrophenyl)propane-1,3-diamine